(3-methoxy-4-benzyloxybenzoyl)-2-bromoacetic acid ethyl ester C(C)OC(C(Br)C(C1=CC(=C(C=C1)OCC1=CC=CC=C1)OC)=O)=O